1,4-bis[bis(1-methylethyl)phosphino]-2,5-dimethoxybenzene CC(C)P(C1=C(C=C(C(=C1)OC)P(C(C)C)C(C)C)OC)C(C)C